n-butyl-biguanide C(CCC)NC(=N)NC(=N)N